8-bromo-1-((S)-4-(5-fluoro-3-((2R,4S)-4-fluoropyrrolidin-2-yl)pyridin-2-yloxy)pentyl)-1H-imidazo[4,5-c]quinoline BrC1=CC=2C3=C(C=NC2C=C1)N=CN3CCC[C@H](C)OC3=NC=C(C=C3[C@@H]3NC[C@H](C3)F)F